di(icosyl) peroxydicarbonate C(=O)(OCCCCCCCCCCCCCCCCCCCC)OOC(=O)OCCCCCCCCCCCCCCCCCCCC